C(C)[C@H]1NCCC[C@H]1C1=CC=2C(=NC=CC2NC=2C=CC3=C(N=CS3)C2)S1 N-(2-((2R,3R)-2-ethylpiperidin-3-yl)thieno[2,3-b]pyridin-4-yl)benzo[d]thiazol-5-amine